5-Cyano-2-Methylsulfanyl-Benzamide C(#N)C=1C=CC(=C(C(=O)N)C1)SC